2-{[6-(2,5-dioxo-3-phenylimidazolidin-1-yl)spiro[3.3]heptan-2-yl]oxy}pyridine-3-carboxamide O=C1N(C(CN1C1=CC=CC=C1)=O)C1CC2(CC(C2)OC2=NC=CC=C2C(=O)N)C1